C(C)(=O)C1=NN(C2=CC=C(C=C12)C=1C=NC(=NC1)C)CC(=O)N1[C@H]2C[C@H]2C[C@H]1C(=O)NC1=NC(=CC=C1C)Br (1S,3S,5S)-2-(2-(3-acetyl-5-(2-methylpyrimidin-5-yl)-1H-indazol-1-yl)acetyl)-N-(6-bromo-3-methylpyridin-2-yl)-2-azabicyclo[3.1.0]hexane-3-carboxamide